C(C)(C)(C)C1=CC(=NO1)N1C(C(=C(C1=O)Cl)C)O 1-(5-t-butylisoxazol-3-yl)-4-chloro-2-hydroxy-3-methyl-2H-pyrrol-5-one